4-((3-chloro-2-fluorophenyl)((6-chloropyridin-3-yl)methyl)amino)furan-2(5H)-one ClC=1C(=C(C=CC1)N(C1=CC(OC1)=O)CC=1C=NC(=CC1)Cl)F